5-(8-((2-((N-ethylsulfamoyl)amino)pyridin-4-yl)methyl)-3,8-diazabicyclo[3.2.1]octan-3-yl)-6-fluoro-N-methylpicolinamide C(C)NS(=O)(=O)NC1=NC=CC(=C1)CN1C2CN(CC1CC2)C=2C=CC(=NC2F)C(=O)NC